tert-Butyl 3-oxocyclobutylcarbamate O=C1CC(C1)NC(OC(C)(C)C)=O